C(C)(=O)C=1C(=CC(=C(C1)NC(=O)NCCC1=CC=C(C=C1)F)OC)O 1-(5-acetyl-4-hydroxy-2-methoxyphenyl)-3-(4-fluorophenethyl)urea